5-tert-butyl-1,3-benzenedicarboxylic acid C(C)(C)(C)C=1C=C(C=C(C1)C(=O)O)C(=O)O